4-{2-[3-({1-[3-(diethylamino)propionyl]-4-piperidyl}methoxy)-1-pyrrolidinyl]-2-oxoethyl}-2,4-dihydro-1,2,4-triazol-3-one C(C)N(CCC(=O)N1CCC(CC1)COC1CN(CC1)C(CN1C(NN=C1)=O)=O)CC